NC1=C(C(=C(C(=O)O)C=C1)N)CC=1C=C(C(=O)O)C=CC1 diamino-3,3'-methylenedibenzoic acid